2-(5-(1-((1s,2s,3s,5s,6r)-2,6-difluoro-1,5-dimethyl-8-azabicyclo[3.2.1]oct-3-yl)vinyl)pyrazin-2-yl)-5-(1H-imidazol-1-yl)phenol F[C@@H]1[C@@]2(C[C@H]([C@](C[C@H]1C(=C)C=1N=CC(=NC1)C1=C(C=C(C=C1)N1C=NC=C1)O)(N2)C)F)C